2-methyl-2-(trifluoromethyl)-4-(trifluoromethanesulfonyl-oxy)-3H-furan-5-carboxylic acid ethyl ester C(C)OC(=O)C1=C(CC(O1)(C(F)(F)F)C)OS(=O)(=O)C(F)(F)F